BrC1=CC=C(C=C1)C=1SC(=CN1)C=O 2-(4-bromophenyl)thiazole-5-carbaldehyde